C[Hf](C=1C(C2=CC=CC=C2C1)CCCCC)(C1(C(=C(C(=C1C)C)C)C)C)C dimethyl-pentamethylcyclopentadienyl(1-pentylindenyl)hafnium